ClC=1C(=C(C=CC1F)NC(=O)[C@H]1N(C[C@H]([C@H]1O)O)C(=O)OC(C)(C)C)F (2S,3S,4R)-tert-butyl 2-((3-chloro-2,4-difluorophenyl)carbamoyl)-3,4-dihydroxy-pyrrolidine-1-carboxylate